C(C)(C)(C)OC(NC(C=1N=C2N(C(=NC=C2C2=CC(=NN2C)C)NCC2=C(C=CC3=C2CCO3)F)C1)C1CC1)=O tert-butyl(cyclopropyl(8-(1,3-dimethyl-1H-pyrazol-5-yl)-5-(((5-fluoro-2,3-dihydrobenzofuran-4-yl)methyl)amino)imidazo[1,2-c]pyrimidin-2-yl)methyl)carbamate